C(CCCCC(C)C)OC(CCC1=CC(=C(C(=C1)C(C)(C)C)O)C(C)(C)C)=O 3,5-di-tert-butyl-4-hydroxy-benzenepropionic acid isooctyl ester